3-((5-(5-(difluoromethyl)-1,3,4-oxadiazole-2-yl)pyridine-2-yl)methyl)-6-fluoro-1-((1-methylpiperidine-4-yl)methyl)quinazoline-2,4(1H,3H)-dione FC(C1=NN=C(O1)C=1C=CC(=NC1)CN1C(N(C2=CC=C(C=C2C1=O)F)CC1CCN(CC1)C)=O)F